8-((triisopropylsilyl)ethynyl)naphthalen-1-ol C(C)(C)[Si](C(C)C)(C(C)C)C#CC=1C=CC=C2C=CC=C(C12)O